FC(C(=O)O)(F)F.ClC1=CC(=C(COC2=NC=CC=C2C2CCN(CC2)CC2=NC3=C(N2CC2=CN=CN2C)C=C(C=C3)C(=O)O)C=C1)F 2-[(4-{2-[(4-chloro-2-fluorobenzyl)oxy]pyridin-3-yl}piperidin-1-yl)methyl]-1-[(1-methyl-1H-imidazol-5-yl)methyl]-1H-benzimidazole-6-carboxylic acid, trifluoroacetate salt